CC12CNCC(CC1)N2C(=O)OC(C)(C)C tert-butyl 1-methyl-3,8-diazabicyclo[3.2.1]octane-8-carboxylate